3-(2-hydroxyethyl)azetidine-1-carboxylic acid tert-butyl ester C(C)(C)(C)OC(=O)N1CC(C1)CCO